4-bromo-2-(4-chlorophenyl)(trifluoromethyl)-1H-pyrrol-3-carbonitrile BrC=1C(=C(N(C1)C(F)(F)F)C1=CC=C(C=C1)Cl)C#N